BrC=1C(=C(\C=N\[S@](=O)C(C)(C)C)C(=C(C1)C)F)F (R,E)-N-(3-Bromo-2,6-difluoro-5-methylbenzylidene)-2-methylpropane-2-sulfinamide